ClC=1C=C(C=CC1)C1=NC2=C3C(=C4C(=C2N=C1)C=CC=C4)C=CC=C3 2-(3-chlorophenyl)dibenzo[f,h]quinoxaline